2-cyclopentylmalonic acid diethyl ester C(C)OC(C(C(=O)OCC)C1CCCC1)=O